(1-Methyl-1H-1,2,4-triazol-3-yl)methyl (1-((3-chloro-4-fluorophenyl)carbamoyl)-2-methyl-3-phenyl-2,4,5,6-tetrahydrocyclopenta[c]pyrrol-4-yl)carbamate ClC=1C=C(C=CC1F)NC(=O)C=1N(C(=C2C1CCC2NC(OCC2=NN(C=N2)C)=O)C2=CC=CC=C2)C